NC=1C(NC=2C=C(C(=NC2C1C1=C2C=NNC2=C(C=C1)F)OCC(=O)OCC)C)=O Ethyl 2-[[7-amino-8-(7-fluoro-1H-indazol-4-yl)-3-methyl-6-oxo-5H-1,5-naphthyridin-2-yl]oxy]acetate